3-[5-(4-bromophenyl)-1-[2-(trifluoromethyl)phenyl]pyrrol-2-yl]-N-[2-(dimethylamino)ethyl]-4-methoxy-benzamide BrC1=CC=C(C=C1)C1=CC=C(N1C1=C(C=CC=C1)C(F)(F)F)C=1C=C(C(=O)NCCN(C)C)C=CC1OC